OC1=CC=C(C=C1)CCC=1C=C(C(=C(C1)O)[C@@H]1[C@H](CCC(=C1)C)C(=C)C)O (1'S,2'S)-4-(4-hydroxyphenylethyl)-5'-methyl-2'-(prop-1-en-2-yl)-1',2',3',4'-tetrahydro-[1,1'-biphenyl]-2,6-diol